5-(1-(4-methoxybenzyl)-7-(1-methyl-1H-pyrazol-4-yl)-2,3-dihydropyrido[3,4-b]pyrazin-4(1H)-yl)-1,3-dimethyl-7-morpholinoquinolin-2(1H)-one COC1=CC=C(CN2C3=C(N(CC2)C2=C4C=C(C(N(C4=CC(=C2)N2CCOCC2)C)=O)C)C=NC(=C3)C=3C=NN(C3)C)C=C1